C=1(O)C(=C(O)C(=CC1)C=1C=CC=C(C1C#N)C#N)C=1C=CC=C(C1C#N)C#N resorcinolbisphthalonitrile